6-Bromo-5-chloro-N-[(3R)-1-ethyl-3-piperidyl]oxazolo[4,5-b]pyridin-2-amine BrC=1C=C2C(=NC1Cl)N=C(O2)N[C@H]2CN(CCC2)CC